3-(2-(methyl-(phenyl)amino)phenyl)-1-(thien-2-yl)prop-2-yn-1-one CN(C1=C(C=CC=C1)C#CC(=O)C=1SC=CC1)C1=CC=CC=C1